tert-butyl 6-chloro-3-[3-(naphthalen-1-yloxy)propyl]-1-[2-(piperidin-4-yl)ethyl]-7-(1,3,5-trimethyl-1H-pyrazol-4-yl)-1H-indole-2-carboxylate hydrochloride Cl.ClC1=CC=C2C(=C(N(C2=C1C=1C(=NN(C1C)C)C)CCC1CCNCC1)C(=O)OC(C)(C)C)CCCOC1=CC=CC2=CC=CC=C12